FC(SCC(=O)CSC(F)F)F difluoromethylthiomethylketone